3-hydroxy-7-phenyl-4'-carboxyl-flavonol OC1(C(OC2=CC(=CC=C2C1=O)C1=CC=CC=C1)C1=CC=C(C=C1)C(=O)O)O